N-((S)-1,1-dicyclohexyl-3-((4-((S)-1-(3,3-difluoroazetidin-1-yl)-1-oxopropan-2-yl)-2-fluorophenyl)amino)-3-oxopropan-2-yl)-1-ethyl-1H-pyrazole-5-carboxamide C1(CCCCC1)C([C@@H](C(=O)NC1=C(C=C(C=C1)[C@@H](C(=O)N1CC(C1)(F)F)C)F)NC(=O)C1=CC=NN1CC)C1CCCCC1